BrC1=C(C=C2C(=NC(=NC2=C1F)Cl)N1CC2CCC(C1)N2C(=O)OC(C)(C)C)F tert-butyl 3-(7-bromo-2-chloro-6,8-difluoro-quinazolin-4-yl)-3,8-diazabicyclo[3.2.1]octane-8-carboxylate